Cyclohexylmethoxy-5-hydroxy-2-(4-isobutoxyphenyl)chroman-4-one C1(CCCCC1)COC1(OC2=CC=CC(=C2C(C1)=O)O)C1=CC=C(C=C1)OCC(C)C